C(C1CO1)OCCC[SiH2]CCOCOC(C)=O γ-glycidoxypropyl-acetoxymethoxyethylsilane